4-fluoro-2,3-dihydro-1H-inden FC1=C2CCCC2=CC=C1